2-(2-chlorophenyl)-3-oxo-6,8-dihydro-5H-imidazo[1,5-a]pyrazine-1-carboxamide ClC1=C(C=CC=C1)N1C(N2C(CNCC2)=C1C(=O)N)=O